2-methylene-4-oxo-4-(((exo)-1,7,7-trimethylbicyclo[2.2.1]heptan-2-yl)oxy)butanoic acid C=C(C(=O)O)CC(OC1C2(CCC(C1)C2(C)C)C)=O